O=C(C(C#N)N1C(C(C(C(C1([2H])[2H])([2H])[2H])([2H])[2H])([2H])[2H])([2H])[2H])C1=CC=CC=C1 3-oxo-3-phenyl-2-((2H10)piperidin-1-yl)propanenitrile